NCC#CC1=CC=C(S1)C#CCCCCN 6-(5-(3-aminoprop-1-yn-1-yl)thiophen-2-yl)hex-5-yn-1-amine